FC=1C=C(C=C(C1)F)C1=CC=C(C(=N1)OC1=C(C=C(C=C1C)C)C)C(=O)NS(=O)(=O)C=1C(NC=CC1)=O 6-(3,5-Difluorophenyl)-N-[(2-oxo-1H-pyridin-3-yl)sulfonyl]-2-(2,4,6-trimethylphenoxy)pyridin-3-carboxamid